4-((2R,3S,5R)-3-(3,4-difluoro-2-methoxyphenyl)-5-methyl-5-(trifluoromethyl)tetrahydrothiophene-2-carboxamido-2-d)picolinamide FC=1C(=C(C=CC1F)[C@H]1[C@@](S[C@](C1)(C(F)(F)F)C)(C(=O)NC1=CC(=NC=C1)C(=O)N)[2H])OC